C(C)(C)(C)OC(=O)N1C(CN(CC1)CC1=CC=CC=C1)C(C)O 1-tert-butoxycarbonyl-2-(1-hydroxyethyl)-4-benzylpiperazine